C(C)OC(=O)C1=C(C2=C(C(O1)=O)C(=CS2)F)C2=C(C=C(C=C2)F)OC 3-fluoro-7-(4-fluoro-2-methoxy-phenyl)-4-oxo-thieno[3,2-c]pyran-6-carboxylic acid ethyl ester